FC=1C=CC(=NC1)N1C[C@@H](N(CC1)C(=O)OC(C)(C)C)C(=O)OC 1-(tert-butyl) 2-methyl (R)-4-(5-fluoropyridin-2-yl)piperazine-1,2-dicarboxylate